C1(CC1)C1=NC=NC(=C1C=1N=CC2=C(N(C3=CC=CC=C23)CC2=CC=C(C=C2)C=2N(C=C(N2)C(F)(F)F)C(C)C)N1)OC (4-cyclopropyl-6-methoxypyrimidin-5-yl)-9-(4-(1-isopropyl-4-(trifluoromethyl)-1H-imidazol-2-yl)benzyl)-9H-pyrimido[4,5-b]indole